ethyl N-(tert-butoxycarbonyl)-N-(imidazo[1,5-a]pyridin-3-yl)glycinate C(C)(C)(C)OC(=O)N(CC(=O)OCC)C1=NC=C2N1C=CC=C2